FC(C)(F)C1=NC(=CC(=N1)NC1=CC(=NC=C1C1=NC=NC(=C1)OCCOC)NC(C)=O)C N-(4-((2-(1,1-difluoroethyl)-6-methylpyrimidin-4-yl)amino)-5-(6-(2-methoxyethoxy)pyrimidin-4-yl)pyridin-2-yl)acetamide